rel-(2s,3r,4r,5r)-3-(3,4-difluoro-2-methoxyphenyl)-N-(2-(1,2-dihydroxyethyl)pyridin-4-yl)-4,5-dimethyltetrahydrofuran-2-carboxamide FC=1C(=C(C=CC1F)[C@@H]1[C@H](O[C@@H]([C@@H]1C)C)C(=O)NC1=CC(=NC=C1)C(CO)O)OC |o1:8,9,11,12|